COC=1C=C(C=CC1OC)C1=CC=NC=2N1N=C(C2)C(=O)NC2CCNCC2 7-(3,4-dimethoxyphenyl)-N-(piperidin-4-yl)pyrazolo[1,5-a]pyrimidine-2-carboxamide